C(C)(C)C1=C(C=C(C=C1)C=1N=CC2=C(N1)SC=C2)O 2-Isopropyl-5-(thieno[2,3-d]pyrimidin-2-yl)phenol